ClC=1C=C(C=C(C1)C#N)C(C)(C)C1=CC=C(OCC2=NC(=NC=C2)N2CCN(CC2)C2CN(CC2)CC2CCN(CC2)C(=O)OC(C)(C)C)C=C1 tert-butyl 4-((3-(4-(4-((4-(2-(3-chloro-5-cyanophenyl)propan-2-yl)phenoxy)methyl)pyrimidin-2-yl)piperazin-1-yl)pyrrolidin-1-yl)methyl)piperidine-1-carboxylate